(E)-4-((tetrahydro-2H-pyran-4-yl)methyl)benzene O1CCC(CC1)CC1=CC=CC=C1